4-[2-[4-[1-[4-(difluoromethoxy)phenyl]-5-methyl-pyrazol-3-yl]-1-piperidyl]ethyl]morpholine FC(OC1=CC=C(C=C1)N1N=C(C=C1C)C1CCN(CC1)CCN1CCOCC1)F